1-(2-chloro-7-methylthieno[3,2-d]pyrimidin-4-yl)-N-(3-(pyridin-4-yl)propyl)piperidin-4-amine ClC=1N=C(C2=C(N1)C(=CS2)C)N2CCC(CC2)NCCCC2=CC=NC=C2